(2S,4S)-4-fluoro-1-[2-[(3S)-3-[(3-chloro-5-quinolyl)amino]pyrrolidin-1-yl]acetyl]pyrrolidine-2-carbonitrile F[C@H]1C[C@H](N(C1)C(CN1C[C@H](CC1)NC1=C2C=C(C=NC2=CC=C1)Cl)=O)C#N